COC1=C(CNC2=NC3=CC(=CC=C3C(=N2)N[C@@](CO)(CCCC)C)B(O)O)C=CC(=C1)OC (R)-(2-((2,4-dimethoxybenzyl)amino)-4-((1-hydroxyl-2-methylhexan-2-yl)amino)quinazolin-7-yl)boronic acid